ClC1=NC(=NC(=C1)Cl)C=1OC=CC1 4,6-dichloro-2-(furan-2-yl)pyrimidine